The molecule is dianion of N-phosphocreatine arising from deprotonation of the phospho and carboxy groups and protonation of the guanidino group; major species at pH 7.3. It has a role as a human metabolite. It is a conjugate base of a N-phosphocreatine. C[N+](=C(N)NP(=O)([O-])[O-])CC(=O)[O-]